(2S,4S)-1-((R)-2-(2-naphthoylamino)-3-cyclohexylpropionyl)-N-(1,7-diamino-2-hydroxy-1-oxohept-3-yl)-4-(5-(2-hydroxypropan-2-yl)-1H-1,2,3-triazol-1-yl)pyrrolidine-2-carboxamide C1=C(C=CC2=CC=CC=C12)C(=O)N[C@@H](C(=O)N1[C@@H](C[C@@H](C1)N1N=NC=C1C(C)(C)O)C(=O)NC(C(C(=O)N)O)CCCCN)CC1CCCCC1